monocalcium ethylenediaminetetraacetate C(CN(CC(=O)[O-])CC(=O)[O-])N(CC(=O)O)CC(=O)O.[Ca+2]